(S)-1-(3-(3-methyl-4-(2-methyl-2-butenyl)piperazine-1-carbonyl)-4-fluorobenzyl)quinazoline-2,4(1H,3H)-dione C[C@H]1CN(CCN1CC(=CC)C)C(=O)C=1C=C(CN2C(NC(C3=CC=CC=C23)=O)=O)C=CC1F